O(C=1C=C2C(C(=O)NC2=O)=CC1)C=1C=C2C(C(=O)NC2=O)=CC1 4,4'-oxybis-phthalimide